tert-butyl 4-[3-(3-hydroxyphenyl)propyl]piperazine-1-carboxylate OC=1C=C(C=CC1)CCCN1CCN(CC1)C(=O)OC(C)(C)C